(S)-2-hydroxycyclopentene OC1=CCCC1